FC=1C=C(C=CC1OC1=NC=CC(=N1)C)C1=C(N(C=2N=CN=CC21)C)C2=C(C=C(C=C2)NC(C=C)=O)C N-(4-(5-(3-fluoro-4-((4-methylpyrimidin-2-yl)oxy)phenyl)-7-methyl-7H-pyrrolo[2,3-d]pyrimidin-6-yl)-3-methylphenyl)acrylamide